ethyl (1-((6-hydroxy-3'-methyl-4-pentyl-[1,1'-biphenyl]-2-yl)oxy)ethyl) carbonate C(OCC)(OC(C)OC1=C(C(=CC(=C1)CCCCC)O)C1=CC(=CC=C1)C)=O